NC1CC2(CC(C2)OC2=C(C(=CC=C2)F)C2=CC(=NN2)NC=2N=CC(=NC2)C#N)C1 5-((5-(2-((6-aminospiro[3.3]heptan-2-yl)oxy)-6-fluorophenyl)-1H-pyrazol-3-yl)amino)pyrazine-2-carbonitrile